C(C)(C)(C)OC(=O)C=1C=CC2=C(N(C(=N2)CC2=C(C=C(C=C2)C2=NC(=CC=C2)OCC2=C(C=C(C=C2)C#N)F)F)CC(C(=O)O)OC)C1 3-(6-(tert-Butoxycarbonyl)-2-(4-(6-((4-cyano-2-fluorobenzyl)oxy)pyridin-2-yl)-2-fluorobenzyl)-1H-benzo[d]Imidazol-1-yl)-2-methoxypropionic acid